[N+](=O)([O-])C1=C(C=CC=C1)C nitro-1-methylbenzene